5-aminobenzo[d]isoxazole-3-carboxamide NC=1C=CC2=C(C(=NO2)C(=O)N)C1